Methyl-1,4-oxazepan-6-ol CC1OCC(CNC1)O